6-(fluoromethyl)-8-(2-methylbutyl)-1-(4-(trifluoromethyl)benzyl)hexahydro-4H-pyrazino[1,2-a]pyrimidine-4,7(6H)-dione FCC1C(N(CC2N1C(CCN2CC2=CC=C(C=C2)C(F)(F)F)=O)CC(CC)C)=O